N1(C2=C(OCCC1)N=C1C(=C2)C=CN1)C1=C(C(=O)NS(=O)(=O)C2=CC(=C(C=C2)OCC2(CCN(CC2)C2COC2)F)[N+](=O)[O-])C=CC=C1 2-(3,4-dihydro-2H-pyrrolo[3',2':5,6]pyrido[2,3-b][1,4]oxazepin-1(7H)-yl)-N-((4-((4-fluoro-1-(oxetan-3-yl)piperidin-4-yl)methoxy)-3-nitrophenyl)sulfonyl)benzamide